2-phenylindolizine-7-carboxylic acid C1(=CC=CC=C1)C=1C=C2C=C(C=CN2C1)C(=O)O